N-[1-(1,2-thiazol-3-yl)ethyl]-5-[5-(trifluoromethyl)-1,2,4-oxadiazol-3-yl]pyrimidin-2-amine S1N=C(C=C1)C(C)NC1=NC=C(C=N1)C1=NOC(=N1)C(F)(F)F